C(=O)(O)CC1=NC(=NC(=C1)N1CCOCC1)NC=1SC(=C(N1)C)C(=O)O 2-[(4-carboxymethyl-6-morpholin-4-yl-pyrimidin-2-yl)amino]-4-methyl-5-thiazolecarboxylic acid